FC(C(C(C(C(C(F)(F)F)(F)F)(F)F)(F)F)(F)F)(CCP(O)(O)=O)F 2-(perfluorohexyl)ethyl-phosphonic acid